C(CCC)C1=NC2=C(N1C(=O)N)C=C(C=C2)N2CCC(CC2)N2CCN(CC2)C butyl-6-(4-(4-methylpiperazin-1-yl)piperidin-1-yl)-1H-benzo[d]Imidazole-1-carboxamide